2,7-bis(tertiary butyl-peroxy)-2,7-dimethyloctane C(C)(C)(C)OOC(C)(CCCCC(C)(C)OOC(C)(C)C)C